trans-3-octene-1,8-dicarboxylic acid C(C\C=C\CCCCC(=O)O)C(=O)O